pelargonic acid (Nonanoate) C(CCCCCCCC)(=O)O.C(CCCCCCCC)(=O)O